FC1=C(C=CC(=C1O)[N+](=O)[O-])C1=CC=CC=C1 fluoro-4-nitro-[1,1'-biphenyl]-3-ol